BrC1=CC=C(C=C1)C(COCC(=O)OCC)NC(=O)OC(C)(C)C ethyl 2-[2-(4-bromophenyl)-2-(tert-butoxycarbonylamino)ethoxy]acetate